FC=1C=C(CC2(CCN(CC2)C(C2=C(N=CC=C2)C2=NC=NC=C2)=O)C#N)C=C(C1)F 4-(3,5-difluorobenzyl)-1-(2-(pyrimidin-4-yl)nicotinoyl)piperidine-4-carbonitrile